FC(C=1N=C(OC1C(=O)N1[C@@H](C2=C(CC1)NC=N2)C=2OC1=C(N2)C=CC(=C1)C)C(C)(C)O)F (S)-(4-(difluoromethyl)-2-(2-hydroxypropan-2-yl)oxazol-5-yl)(4-(6-methylbenzo[d]oxazol-2-yl)-6,7-dihydro-1H-imidazo[4,5-c]pyridin-5(4H)-yl)methanone